1-(2-aminopyridin-3-yl)-3-(4-(trifluoromethyl)phenyl)prop-2-yn-1-one NC1=NC=CC=C1C(C#CC1=CC=C(C=C1)C(F)(F)F)=O